B([O-])([O-])[O-].C(CCCCCCCCCCC)C1=C(C(=C(C(=C1[N+](C1=CC=C(C=C1)Cl)(C1=CC=C(C=C1)Cl)C1=CC=C(C=C1)Cl)CCCCCCCCCCCC)CCCCCCCCCCCC)Cl)CCCCCCCCCCCC.C(CCCCCCCCCCC)C1=C(C(=C(C(=C1[N+](C1=CC=C(C=C1)Cl)(C1=CC=C(C=C1)Cl)C1=CC=C(C=C1)Cl)CCCCCCCCCCCC)CCCCCCCCCCCC)Cl)CCCCCCCCCCCC.C(CCCCCCCCCCC)C1=C(C(=C(C(=C1[N+](C1=CC=C(C=C1)Cl)(C1=CC=C(C=C1)Cl)C1=CC=C(C=C1)Cl)CCCCCCCCCCCC)CCCCCCCCCCCC)Cl)CCCCCCCCCCCC tetradodecyl-tetra(4-chlorophenyl)ammonium borate